t-butyl (2S,4R)-4-(2-bromo-3,5-difluorophenoxy)-2,4-dicarbamoylpyrrolidine-1-carboxylate BrC1=C(O[C@@]2(C[C@H](N(C2)C(=O)OC(C)(C)C)C(N)=O)C(N)=O)C=C(C=C1F)F